7a-(4-bromophenyl)-4b,5-dihydroxy-4-methoxy-7-phenyl-4b,6,7,7a-tetrahydro-5H-cyclopenta[4,5]furo[2,3-c]pyridine-6-carboxylate BrC1=CC=C(C=C1)C12C(C3=C(C=NC=C3OC)O1)(C(C(C2C2=CC=CC=C2)C(=O)[O-])O)O